O1CCC(CC1)OC1=NN(C=C1N)COCC[Si](C)(C)C 3-((tetrahydro-2H-pyran-4-yl)oxy)-1-((2-(trimethylsilyl)ethoxy)methyl)-1H-pyrazol-4-amine